O1COC2=C1C=CC(=C2)CC(CC)NCC 1-(1,3-benzodioxolan-5-yl)-N-ethylbutan-2-amine